N-(2-iodo-4-(perfluorobutan-2-yl)-6-(difluoromethoxy)phenyl)-2-fluoro-3-((hydroxy)(4-fluorobenzoyl)amino)benzamide IC1=C(C(=CC(=C1)C(C(F)(F)F)(C(C(F)(F)F)(F)F)F)OC(F)F)NC(C1=C(C(=CC=C1)N(C(C1=CC=C(C=C1)F)=O)O)F)=O